4-(2,3-dichlorophenyl)-2-(1-naphthylmethyl)imidazole ClC1=C(C=CC=C1Cl)C=1N=C(NC1)CC1=CC=CC2=CC=CC=C12